BrC=1N=C(N2C1N=C(C=C2N2[C@@H](COCC2)C)C2=CC=NN2C)CC (R)-4-(8-bromo-6-ethyl-2-(1-methyl-1H-pyrazol-5-yl)imidazo[1,5-a]pyrimidin-4-yl)-3-methylmorpholine